NC1=C(SC2=NC(=CC=C21)C)C(=O)N[C@H]2COC1=C(C(=CC=C1C2)N2CCNCC2)F (R)-3-amino-N-(8-fluoro-7-(piperazin-1-yl)chroman-3-yl)-6-methylthieno[2,3-b]pyridine-2-carboxamide